rac-N-((4R-5R)-3-(((tertbutyldimethylsilyl)oxy)methyl)1-cyclopropyl-4-(4-fluorophenyl)-6-oxo-4,5,6,7-tetrahydro-1H-pyrazolo[3,4-b]pyridin-5-yl)-3-(trifluoromethyl)benzamide C(C)(C)(C)[Si](OCC1=NN(C=2NC([C@@H]([C@@H](C21)C2=CC=C(C=C2)F)NC(C2=CC(=CC=C2)C(F)(F)F)=O)=O)C2CC2)(C)C |r|